ClC=1C=C(C(=O)[C@@H]2[C@H](C2)C(=O)O)C=CC1Cl (1s,2s)-2-(3,4-Dichlorobenzoyl)cyclopropanecarboxylic Acid